CC1(C(NC2(COC2)C2=CC=C(C=C12)C#N)=O)C 4,4-dimethyl-3-oxo-3,4-dihydro-2H-spiro[isoquinoline-1,3'-oxetane]-6-carbonitrile